3-(1-oxo-5-(3-phenyl-1H-pyrazol-1-yl)isoindolin-2-yl)piperidine-2,6-dione O=C1N(CC2=CC(=CC=C12)N1N=C(C=C1)C1=CC=CC=C1)C1C(NC(CC1)=O)=O